NC=1C=2N(C3=CC(=C(C=C3N1)F)C(=O)N1[C@H](CCCC1)C1=CC=C(C=C1)S(F)(F)(F)(F)F)C=NC2 (R)-(4-amino-7-fluoroimidazo[1,5-a]quinoxalin-8-yl)(2-(4-(pentafluoro-λ6-sulfaneyl)phenyl)piperidin-1-yl)methanone